S1C(CC=C1)=O 2,3-dihydrothiophene-2-one